OC=1C=C(C=CC1OC)C1OC(C2=C1C=CC=C2)=O 3-(3-hydroxy-4-methoxyphenyl)-1,3-dihydro-2-benzofuran-1-one